ClC1=CC(=C2C(=N1)C(=C(S2)C[C@@H](N)C(=O)NC2=CC=NN2C)C)NCC=2OC=CC2 3-(5-chloro-7-{[(furan-2-yl)methyl]amino}-3-methylthieno[3,2-b]pyridin-2-yl)-N-(1-methyl-1H-pyrazol-5-yl)-D-alaninamide